(RS)-5-chloro-N-(1,3-dihydro-1,1,3-trimethylisobenzofuran-4-yl)-1,3-dimethylpyrazole-4-amide ClC1=C(C(=NN1C)C)C(=O)NC1=C2[C@H](OC(C2=CC=C1)(C)C)C |r|